FC(C1=CC=C(C=C1)C1=CC=C(C=C1)OC=1N=NNC1C(=O)O)(F)F 4-((4'-(trifluoromethyl)-[1,1'-biphenyl]-4-yl)oxy)-1H-1,2,3-triazole-5-carboxylic acid